4-hydroxy-4-methyl-N-((8-methyl-1,2,3,5,6,7-hexahydro-s-indacen-4-yl)carbamoyl)-4,5,6,7-tetrahydrobenzofuran-2-sulfonamide OC1(CCCC2=C1C=C(O2)S(=O)(=O)NC(NC2=C1CCCC1=C(C=1CCCC21)C)=O)C